N-(3-Carboxy-2,5-dihydroxybenzoyl)4-carboxymethyl-2,5-dihydroxybenzamid C(=O)(O)C=1C(=C(C(=O)NC(C2=C(C=C(C(=C2)O)CC(=O)O)O)=O)C=C(C1)O)O